CC1CN(CC(C1)C)C=1C=C(N)C=CC1C1=NC=C2N1CCNC2 Anti-3-(3,5-dimethylpiperidin-1-yl)-4-(5,6,7,8-tetrahydroimidazo[1,5-a]pyrazin-3-yl)aniline